NC1=NC=CC(=C1Cl)SC=1C=2N(C(=CC1C)N1CCC3(CC1)[C@@H](C1=CC=CC=C1C3)N)C=CN2.[I].[Na] Sodium iodine (S)-1'-(8-((2-amino-3-chloropyridin-4-yl)thio)-7-methylimidazo[1,2-a]pyridin-5-yl)-1,3-dihydrospiro[indene-2,4'-piperidine]-1-amine